N-(3-((3,3-difluorocyclopentyl)sulfonyl)phenyl)-5-(4,4-dimethyl-2-oxooxazolidin-3-yl)-3-(6-azaspiro[2.5]octan-6-yl)pyrazine-2-carboxamide FC1(CC(CC1)S(=O)(=O)C=1C=C(C=CC1)NC(=O)C1=NC=C(N=C1N1CCC2(CC2)CC1)N1C(OCC1(C)C)=O)F